C(N)(=N)NC(CC1=C(C(=CC=C1Cl)C)Cl)=O N-carbamimidoyl-2-(2,6-dichloro-3-methylphenyl)acetamide